2-(6-aminohex-1-yn-1-yl)-5-(piperazin-1-yl)benzoic acid NCCCCC#CC1=C(C(=O)O)C=C(C=C1)N1CCNCC1